OC1=C(C=C(C=C1)SC1=CC(=C(C=C1)O)C)C di(4-hydroxy-3-methylphenyl) sulfide